1-(4-(8-amino-3-((1s,3s)-3-hydroxy-3-methylcyclobutyl)imidazo[1,5-a]pyrazin-1-yl)-2-fluorophenyl)-3-(4-((1-methylpiperidin-4-yl)oxy)-3-(trifluoromethyl)phenyl)urea NC=1C=2N(C=CN1)C(=NC2C2=CC(=C(C=C2)NC(=O)NC2=CC(=C(C=C2)OC2CCN(CC2)C)C(F)(F)F)F)C2CC(C2)(C)O